ClC1=C(C=C(C=C1)N1CC2(C3=NC(=CC=C31)C(=O)N3CCC(CC3)CC(=O)O)CCC2)F 2-(1-(1'-(4-chloro-3-fluorophenyl)-1',2'-dihydrospiro[cyclobutane-1,3'-pyrrolo[3,2-b]pyridine]-5'-carbonyl)piperidin-4-yl)acetic acid